C(C)(C)(C)OC(=O)N[C@H](C(=O)N1CC2(C[C@H]1C(=O)N[C@H](C(=O)OC)C[C@H]1C(NC(C1)(C)C)=O)CCCCC2)C(C)(C)C methyl (2S)-2-[[(3S)-2-[(2S)-2-(tert-butoxycarbonylamino)-3,3-dimethyl-butanoyl]-2-azaspiro[4.5]decane-3-carbonyl]amino]-3-[(3R)-5,5-dimethyl-2-oxo-pyrrolidin-3-yl]propanoate